BrC1=NN(C(=N1)C1CCC(CC1)C)C 3-bromo-1-methyl-5-((1s,4s)-4-methylcyclohexyl)-1H-1,2,4-triazole